[Co+2].COC1=CC=C(C=C1)C=1C2=CC=C(N2)C(=C2C=CC(C(=C3C=CC(=C(C=4C=CC1N4)C4=CC=C(C=C4)OC)N3)C3=CC=C(C=C3)OC)=N2)C2=CC=C(C=C2)OC 5,10,15,20-tetrakis(4-methoxyphenyl)-21H,23H-porphyrin cobalt (II)